CC1CCC(CC1)N1C(C(=CC2=C1N=C(N=C2)NC2=CC=C1CCNC(C1=C2)=O)C#N)=O 8-((1r,4r)-4-methylcyclohexyl)-7-oxo-2-((1-oxo-1,2,3,4-tetrahydroisoquinolin-7-yl)amino)-7,8-dihydropyrido[2,3-d]pyrimidine-6-carbonitrile